2-cyclobutyl-7-(isoquinolin-4-yl)-5-((2-oxopyrrolidin-1-yl)methyl)-5,7-diazaspiro[3.4]octane-6,8-dione C1(CCC1)C1CC2(C1)N(C(N(C2=O)C2=CN=CC1=CC=CC=C21)=O)CN2C(CCC2)=O